3-(6-chloro-5-(trifluoromethyl)pyridin-3-yl)-6-(2-(3-fluoropyrrolidin-1-yl)-2-oxoethyl)imidazo[1,2-c]pyrimidin-5(6H)-one ClC1=C(C=C(C=N1)C1=CN=C2N1C(N(C=C2)CC(=O)N2CC(CC2)F)=O)C(F)(F)F